4-azaborabenzene B1=CC=NC=C1